[AsH]1CCCCC1 arsinane